1,1-Di-tert-butoxy-N,N-dimethylmethylamine C(C)(C)(C)OC(OC(C)(C)C)N(C)C